C(#C)C1=C(N)C=CC(=C1)C=1[Se]C2=C(N1)C=C(C=C2)F 2-ethynyl-4-(5-fluorobenzoselenazol-2-yl)aniline